C(C)(C)(C)C1=NC(=NO1)C(=O)NCC1=C(C=C(C=C1)C1=NC=NN2C1=CC(=C2)N2C[C@H]1N(CC2)CC(C1)(F)F)C (S)-5-(tert-butyl)-N-(4-(6-(7,7-difluorohexahydropyrrolo[1,2-a]pyrazin-2(1H)-yl)pyrrolo[2,1-f][1,2,4]triazin-4-yl)-2-methylbenzyl)-1,2,4-oxadiazole-3-carboxamide